N1=CC(=CC2=CC=C3C=CC=NC3=C12)NC1=C(C=C(C#N)C=C1)C#N 4-((1,10-phenanthroline-3-yl)amino)isophthalonitrile